NC[C@H]([C@@H](C(=O)O)NC([C@H](C)N)=O)CCCB(O)O (2S,3R)-3-(aminomethyl)-2-((S)-2-aminopropionylamino)-6-boronohexanoic acid